C(#N)C=1C(=NC=CC1)C=CC1=CC=CC=C1 cyanostyryl-pyridine